OC(CCCCCCCCCCC(=O)O)CCC(CC=CCCCC)O 12,15-Dihydroxy-docos-17-enoic acid